C(C)(C)(C)OC(=O)N1[C@@H](CCC1)C1=C2CCN(CC2=CC(=C1)C=1C=C2C(=NC1)NC=C2C)C(C2=CC=C(C=C2)C#N)=O.C(=C)[Si](OCCOC)(OCCOC)OCCOC vinyl-tri(β-methoxy-ethoxy)silane (S)-tert-butyl-2-(2-(4-cyanobenzoyl)-7-(3-methyl-1H-pyrrolo[2,3-b]pyridin-5-yl)-1,2,3,4-tetrahydroisoquinolin-5-yl)pyrrolidine-1-carboxylate